Cl.[Mn] manganese, hydrochloride